COC=1C=C2C(C=C(OC2=CC1OC)CCC1=CC=CC=C1)=O 6,7-Dimethoxy-2-phenylethylchromone